FC1=C(OCC([C@H](C[C@H]2C(NCC2)=O)NC(=O)[C@@H]2N(CC[C@@H](C2)C)C([C@@H](NC(C(F)(F)F)=O)C(C)C)=O)=O)C=CC(=C1)F |o1:17,21| (2R*,4S*)-N-{(2S)-4-(2,4-difluorophenoxy)-3-oxo-1-[(3S)-2-oxopyrrolidin-3-yl]butan-2-yl}-4-methyl-1-[N-(trifluoroacetyl)-L-valyl]piperidine-2-carboxamide